N-(5-(2,2-dimethyl-2,3-dihydro-[1,4]dioxino[2,3-b]pyridin-6-yl)-4-((4-(3-hydroxy-3-methylazetidin-1-yl)-6-(methylsulfonyl)pyridin-2-yl)amino)pyridin-2-yl)acetamide CC1(OC=2C(=NC(=CC2)C=2C(=CC(=NC2)NC(C)=O)NC2=NC(=CC(=C2)N2CC(C2)(C)O)S(=O)(=O)C)OC1)C